2-dimethylamino-2-oxoethyl-4-(3-(4-hydroxy-3,5-dimethylphenyl)acryloyl)benzamide thiocarbonyl-(thiocarbonate) C(=S)=S=C(O)O.CN(C(CC1=C(C(=O)N)C=CC(=C1)C(C=CC1=CC(=C(C(=C1)C)O)C)=O)=O)C